C(C)C1(CC(CCC1C(C)C)C)C(=O)N 3-ethyl-menthanecarboxamide